5-(dimethylamino)-4-(3-methoxybenzoyl)-3-phenylfuran-2(5H)-one CN(C1C(=C(C(O1)=O)C1=CC=CC=C1)C(C1=CC(=CC=C1)OC)=O)C